O1COC2=C1C=CC(=C2)C[C@H](C)N(CC)CNC(C)=O N-[[[(1S)-2-(1,3-benzodioxol-5-yl)-1-methyl-ethyl]-ethyl-amino]methyl]acetamide